C(#N)N[C@@H](C(C)C)C(=O)O cyanovalin